2-bromo-3-methyl-7-propan-2-yl-5H-thieno[3,2-c]pyridin-4-one BrC1=C(C=2C(NC=C(C2S1)C(C)C)=O)C